2-(6-amino-8-((6-(dimethylamino)benzo[d][1,3]dioxol-5-yl)thio)-9H-purin-9-yl)-N-(tert-butyl)ethanesulfonamide NC1=C2N=C(N(C2=NC=N1)CCS(=O)(=O)NC(C)(C)C)SC1=CC2=C(OCO2)C=C1N(C)C